5-((4-(1-(4-((5-chloro-4-((2-(dimethylphosphono)phenyl)amino)pyrimidin-2-yl)amino)-3-methoxyPhenyl)piperidin-4-yl)piperazin-1-yl)methyl)-2-(2,6-dioxopiperidin-3-yl)-6-fluoroisoindoline ClC=1C(=NC(=NC1)NC1=C(C=C(C=C1)N1CCC(CC1)N1CCN(CC1)CC=1C=C2CN(CC2=CC1F)C1C(NC(CC1)=O)=O)OC)NC1=C(C=CC=C1)P(=O)(OC)OC